C(C)(=O)OC1(CC(C1)(F)F)C1=C(C=2C(=NC(=CC2)Cl)S1)Br 1-(3-bromo-6-chlorothieno[2,3-b]pyridin-2-yl)-3,3-difluorocyclobutyl acetate